C(C)N(CCOC(CCCC(OC(OCCNCCOC(OC(CCCC(=O)[O-])CCCCCC)=O)=O)CCCCCC)=O)CC (2-(Diethylamino)ethyl)-5,17-dihexyl-7,15-dioxo-6,8,14,16-tetraoxa-11-azahenicosandioate